1-[[4-(3-Cyanophenyl)-5-(2,6-dimethyl-4-pyridyl)thiazol-2-yl]carbamoyl]azetidine-3-carboxylic acid C(#N)C=1C=C(C=CC1)C=1N=C(SC1C1=CC(=NC(=C1)C)C)NC(=O)N1CC(C1)C(=O)O